CCCCCCCCCCCCCCCCCC(=O)OC[C@H](COP(=O)(O)OCC[N+](C)(C)C)OC(=O)CCCCCCC/C=C\\CCCCCCCC The molecule is a 1,2-diacyl-sn-glycero-3-phosphocholine in which the phosphatidyl acyl groups at positions 1 and 2 are stearoyl and oleoyl respectively. It is a conjugate acid of a 1-stearoyl-2-oleoyl-sn-glycero-3-phosphocholine.